Cl.CN(C=1SC2=C(N1)C=CC(=C2)C2=CC1=CN(N=C1C=C2)C)C2CNCC2 N-Methyl-6-(2-methyl-2H-indazol-5-yl)-N-(pyrrolidin-3-yl)-1,3-benzothiazol-2-amin-Hydrochloride